C[Sn]([Sn](C)(C)C)(C)C 1,1,1,2,2,2-hexamethyldistannane